3-chloro-4-((3S)-1-(((2S)-1-((4-(cyclopropylamino)-3,4-dioxo-1-((S)-2-oxopyrrolidin-3-yl)butan-2-yl)amino)-4,4-dimethyl-1-oxopentan-2-yl)amino)-1-oxopentan-3-yl)phenyl methanesulfonate CS(=O)(=O)OC1=CC(=C(C=C1)[C@H](CC(=O)N[C@H](C(=O)NC(C[C@H]1C(NCC1)=O)C(C(=O)NC1CC1)=O)CC(C)(C)C)CC)Cl